2,2'-bis(trifluoromethyl)Diaminobiphenyl FC(C1=C(C=CC(=C1N)N)C1=C(C=CC=C1)C(F)(F)F)(F)F